5-amino-4-isopropyl-6-(2,3,5-trifluoroanilino)pyridine-3-carboxylic acid ethyl ester C(C)OC(=O)C=1C=NC(=C(C1C(C)C)N)NC1=C(C(=CC(=C1)F)F)F